4-Methyl-N-[5-[(4-methylpiperazin-1-yl)methyl]-4-(trifluoromethyl)-2-pyridyl]-3-[4-(3-pyridyl)pyrazol-1-yl]benzamide CC1=C(C=C(C(=O)NC2=NC=C(C(=C2)C(F)(F)F)CN2CCN(CC2)C)C=C1)N1N=CC(=C1)C=1C=NC=CC1